methyl (s)-2-(3-hydroxy-2-(2-(4-((2-methoxyethyl)carbamoyl)phenyl)-thiazole-4-carboxamido)propanamido)acrylate OC[C@@H](C(=O)NC(C(=O)OC)=C)NC(=O)C=1N=C(SC1)C1=CC=C(C=C1)C(NCCOC)=O